2-nonylSodium CC(CCCCCCC)[Na]